6-(piperazin-1-yl)nicotinic acid ethyl ester C(C)OC(C1=CN=C(C=C1)N1CCNCC1)=O